FC(C=1C(=C(C=CC1F)[C@H]1[C@@H](O[C@]([C@H]1C)(C(F)(F)F)C)C(=O)NC1=CC(=NC=C1)C(=O)N)OC)F (2R,3S,4S,5R)-4-[[3-[3-(Difluoromethyl)-4-fluoro-2-methoxy-phenyl]-4,5-dimethyl-5-(trifluoromethyl)tetrahydrofuran-2-carbonyl]amino]pyridin-2-carboxamid